2-((2-((4-(4-((2-(2,6-dioxopiperidin-3-yl)-4-fluoro-1,3-dioxoisoindoline-5-yl)methyl)piperazin-1-yl)-2-methoxyphenyl)amino)-5-(trifluoromethyl)pyridin-4-yl)amino)-N-methylbenzamide O=C1NC(CCC1N1C(C2=CC=C(C(=C2C1=O)F)CN1CCN(CC1)C1=CC(=C(C=C1)NC1=NC=C(C(=C1)NC1=C(C(=O)NC)C=CC=C1)C(F)(F)F)OC)=O)=O